trifluoro-N-(2-hydroxyethyl)methanesulfonamide FC(S(=O)(=O)NCCO)(F)F